ClC=1C=C2C=C(NC2=CC1OCC=1N=CSC1)CNC(=O)C12CC(C1)C2 N-({5-chloro-6-[(1,3-thiazol-4-yl)methoxy]-2-indolyl}methyl)-bicyclo[1.1.1]pentane-1-carboxamide